C[C@@H]1N[C@@H](CCC1)C Cis-2,6-Dimethylpiperidin